C(C1=CC=CC=C1)(=O)O[C@H]1[C@@]2(CCC1)CCC=1C2=NC=2N(C1Cl)N=C(C2)Br (1'S,2'R)-2-bromo-8-chloro-6,7-dihydrospiro[cyclopenta[d]pyrazolo[1,5-a]pyrimidine-5,1'-cyclopentane]-2'-yl benzoate